4-Chloro-6-methoxy-N-(2-selenocyanoethyl)-1,3,5-triazin-2-amine ClC1=NC(=NC(=N1)OC)NCC[Se]C#N